5-[2-Hydroxy-4-(trifluoromethyl)phenyl]-1,3-oxazol OC1=C(C=CC(=C1)C(F)(F)F)C1=CN=CO1